C1CC12CCN(CC2)C2=C(C=CC(=C2)C(F)(F)F)NC(C(C)(C)N2N=CC(=C2)C#CC2CN(C2)C=2C=C1C(N(C(C1=CC2)=O)C2C(NC(CC2)=O)=O)=O)=O N-(2-(6-azaspiro[2.5]oct-6-yl)-4-(trifluoromethyl)phenyl)-2-(4-((1-(2-(2,6-dioxopiperidin-3-yl)-1,3-dioxoisoindoline-5-yl)azetidin-3-yl)ethynyl)-1H-pyrazole-1-yl)-2-methylpropanamide